BrC1=CC=C(C=C1)NS(=O)(=O)C=1C=C(C(=O)N(CCC)CC(NCCC)=O)C=CC1 3-(N-(4-bromophenyl)sulfamoyl)-N-(2-oxo-2-(propylamino)ethyl)-N-propylbenzamide